ClC=1SC=C(N1)N1N=CC(=C1)CC(=O)NC1=CC(=NN1)C1CC1 2-(1-(2-chlorothiazol-4-yl)-1H-pyrazol-4-yl)-N-(3-cyclopropyl-1H-pyrazol-5-yl)acetamide